ClS(=O)(=O)N1CCC(CC1)NC(OCC1=CC=CC=C1)=O benzyl (1-(chlorosulfonyl)piperidin-4-yl)carbamate